1,1-dioxido-2,3-dihydrothiophen-3-yl 2-methyl-4-phenoxybenzenesulfonate CC1=C(C=CC(=C1)OC1=CC=CC=C1)S(=O)(=O)OC1CS(C=C1)(=O)=O